NCC(=O)N1C(C=2N(CC1)C(=C(N2)C2=CC(=C(C(=C2)F)F)F)NC=2C=C(C#N)C=CC2)(C)C 3-((7-glycyl-8,8-dimethyl-2-(3,4,5-trifluorophenyl)-5,6,7,8-tetrahydroimidazo[1,2-a]pyrazin-3-yl)amino)benzonitrile